N-{[(1r,4r)-4-(5-bromo-1-oxo-1,3-dihydro-2H-isoindol-2-yl)cyclohexyl]methyl}-3,5-difluoro-4-[(4-methoxyphenyl)methoxy]benzamide BrC=1C=C2CN(C(C2=CC1)=O)C1CCC(CC1)CNC(C1=CC(=C(C(=C1)F)OCC1=CC=C(C=C1)OC)F)=O